ClC1=CN=C2N1C=C(C=C2C(=O)O)C=O 3-chloro-6-formylimidazo[1,2-a]pyridine-8-carboxylic acid